3,5-bistrifluoromethylphenylhydrazine FC(C=1C=C(C=C(C1)C(F)(F)F)NN)(F)F